cis-1-cyclopropyl-4-(dibenzylamino)cyclohexane-1-ol tert-butyl-N-[1-[3-[[4-methoxy-6-(pyrazol-1-ylmethyl)-1,2-benzoxazol-3-yl]sulfamoyl]phenyl]piperidin-4-yl]carbamate C(C)(C)(C)N(C(=O)OC1(CCC(CC1)N(CC1=CC=CC=C1)CC1=CC=CC=C1)C1CC1)C1CCN(CC1)C1=CC(=CC=C1)S(NC1=NOC2=C1C(=CC(=C2)CN2N=CC=C2)OC)(=O)=O